N-[2(S)-(acetylthiomethyl)-3-(2-methylphenyl)propionyl]-L-methionine ethyl ester C(C)OC([C@@H](NC([C@H](CC1=C(C=CC=C1)C)CSC(C)=O)=O)CCSC)=O